Cl.N(C(=N)N)C=1C=C(C(=O)O)C=CC1 3-guanidinobenzoic acid hydrochloride salt